BrC=1C=C(C(=NC1)N1[C@@H](COCC1)C)C (3R)-4-(5-bromo-3-methyl-2-pyridyl)-3-methyl-morpholine